FC1(CCC2=C1N=C(N=C2N2C[C@@H]1C([C@@H]1C2)CC(=O)OC)N2[C@@H](CCCC2)C)F Methyl 2-((1R,5S,6S)-3-(7,7-difluoro-2-((R)-2-methylpiperidin-1-yl)-6,7-dihydro-5H-cyclopenta[d]pyrimidin-4-yl)-3-azabicyclo[3.1.0]hexan-6-yl)acetate